N[C@@H](C(=O)N[C@H]1CN(C[C@H](C1)C)C1=C2N=CC=NC2=C(C=C1F)C#N)C(F)(F)F (2S)-2-amino-N-[(3R,5S)-1-(8-cyano-6-fluoroquinoxalin-5-yl)-5-methylpiperidin-3-yl]-3,3,3-trifluoropropionamide